4-(4-amino-5-iodo-pyrrolo[2,3-d]pyrimidin-7-yl)-piperidine-1-carboxylic acid tert-butyl ester C(C)(C)(C)OC(=O)N1CCC(CC1)N1C=C(C2=C1N=CN=C2N)I